1-(2'-chloro-4-((S)-3-(3-methylpyridin-2-yloxy)pyrrolidin-1-yl)biphenyl-3-yl)ethanol ClC1=C(C=CC=C1)C1=CC(=C(C=C1)N1C[C@H](CC1)OC1=NC=CC=C1C)C(C)O